C(CCCCCC)OC1=CC=C(C=C1)C=CC(=O)C1=CC=C(C=C1)N=C(C1=C(C=C(C=C1)O)O)C 3-[4-(Heptyloxy)phenyl]-1-[4-[(2,4-dihydroxy-alpha-methylbenzylidene)amino]phenyl]-2-propene-1-one